1-[8-(2-chlorophenyl)-9-(4-chlorophenyl)-2-[(3S)-3-methoxypyrrolidin-1-yl]purin-6-yl]-4-methyl-piperidine-4-carboxamide ClC1=C(C=CC=C1)C=1N(C2=NC(=NC(=C2N1)N1CCC(CC1)(C(=O)N)C)N1C[C@H](CC1)OC)C1=CC=C(C=C1)Cl